BrC1=C(C=C(C(=O)N2CC=3N(CC2)C(N(C3C(=O)N[C@@H](C)C3=CC=CC=C3)C3=CC=C(C=C3)OC3CCC3)=O)C=C1)Cl |r| 7-(4-bromo-3-chloro-benzoyl)-2-[4-(cyclobutoxy)phenyl]-3-oxo-N-[rac-(1S)-1-phenylethyl]-6,8-dihydro-5H-imidazo[1,5-a]pyrazine-1-carboxamide